ClC1=NC=C(C(=C1)C1=C(C=NC(=C1)C)C(=O)NC=1SC2=C(N1)CN(C2)C(C2=NC=C(C=C2C)OC(F)F)=O)OC 2'-chloro-N-(5-(5-(difluoromethoxy)-3-methyl-picolinoyl)-5,6-dihydro-4H-pyrrolo[3,4-d]thiazol-2-yl)-5'-methoxy-6-methyl-[4,4'-bipyridine]-3-carboxamide